N-{[4-(1-propyl-1H-pyrazole-4-sulfonyl)phenyl]methyl}thieno[2,3-c]pyridine-2-carboxamide C(CC)N1N=CC(=C1)S(=O)(=O)C1=CC=C(C=C1)CNC(=O)C1=CC=2C(=CN=CC2)S1